N1=CC=C(C=C1)CCCCCNC(OC(C)(C)C)=O Tert-butyl N-[5-(4-pyridyl)pentyl]carbamate